diphenyl-{1-(7,7-diphenyl-7H-12-oxa-indeno[1,2-a]fluoren-5-yl)-naphthalen-4-yl}-amine C1(=CC=CC=C1)N(C1=CC=C(C2=CC=CC=C12)C1=CC2=C(C=3OC=4C=CC=CC4C13)C1=CC=CC=C1C2(C2=CC=CC=C2)C2=CC=CC=C2)C2=CC=CC=C2